3-bromo-1-(3-chloropyridin-2-yl)-N-(2-bromo-4-chloro-6-(methyl-N-propylcarbamoyl)phenyl)-N-methyl-1H-pyrazole-5-carboxamide BrC1=NN(C(=C1)C(=O)N(C)C1=C(C=C(C=C1C(N(CCC)C)=O)Cl)Br)C1=NC=CC=C1Cl